2-(2'-hydroxy-3',5'-dicyclopentadienylphenyl)benzotriazole icosyl-{tert-butoxycarbonyl}-L-phenylalaninate C(CCCCCCCCCCCCCCCCCCC)N([C@@H](CC1=CC=CC=C1)C(=O)O)C(=O)OC(C)(C)C.OC=1C(C=CC1)C=1C=C(C=C(C1)N1N=C2C(=N1)C=CC=C2)C2C=CC=C2